ClC1=C(C2=C(N(CCO2)C)C=C1F)C(=O)O 7-Chloro-6-fluoro-4-methyl-3,4-dihydro-2H-1,4-benzoxazine-8-carboxylic acid